[Cl-].C(C)(C)C=1C(=C(C=CC1)N1C=[N+](C=C1)C1=C(C(=CC=C1)C(C)C)C(C)C)C(C)C 1,3-bis-(diisopropylphenyl)-imidazolium chloride